COCCCN1CCC(CC1)NC(C)=O N-(1-(3-methoxypropyl)piperidin-4-yl)acetamide